5-(5-(1-(4-methoxybenzyl)-1H-pyrrol-3-yl)-6-methylpyridazin-3-yl)pyrimidine-2,4(1H,3H)-dione COC1=CC=C(CN2C=C(C=C2)C=2C=C(N=NC2C)C=2C(NC(NC2)=O)=O)C=C1